[C@@H](C)(CC)N1N=CN(C1=O)C1=CC=C(C=C1)N1CCN(CC1)C1=CC=C(C=C1)OC[C@H]1O[C@H](OC1)C1=C(C=C(C=C1)Cl)Cl 2-((R)-sec-Butyl)-4-(4-(4-(4-(((2S,4R)-2-(2,4-dichlorophenyl)-1,3-dioxolan-4-yl)methoxy)phenyl)piperazin-1-yl)phenyl)-2,4-dihydro-3H-1,2,4-triazol-3-one